(3S,4S)-1-cyclohexyl-4-{[5-(2,4-difluoro-phenyl)-isoxazole-3-carbonyl]-amino}-piperidine-3-carboxylic acid (2-pyridin-2-yl-ethyl)-amide N1=C(C=CC=C1)CCNC(=O)[C@H]1CN(CC[C@@H]1NC(=O)C1=NOC(=C1)C1=C(C=C(C=C1)F)F)C1CCCCC1